2-(4-(4-chloro-3-fluorophenyl)-2,3,9-trimethyl-6H-thieno[3,2-f][1,2,4]triazolo[4,3-a][1,4]diazepin-6-yl)acetic acid ClC1=C(C=C(C=C1)C1=NC(C=2N(C3=C1C(=C(S3)C)C)C(=NN2)C)CC(=O)O)F